N1(CCCCC1)C1=C(C=C(C=C1)CC(=O)N)[N+](=O)[O-] 4-(1-piperidinyl)-3-nitrophenylacetamide